CC1=NNC(=C1C1=CC=C(C=C1)NC([C@H](C1CCC(CC1)C)NC(=O)C1=CC=NN1CC#C)=O)C N-((1S)-2-((4-(3,5-dimethyl-1H-pyrazol-4-yl)phenyl)amino)-1-(4-methylcyclohexyl)-2-oxoethyl)-1-(prop-2-yn-1-yl)-1H-pyrazole-5-carboxamide